C1(CC1)C=1C=C(C(=O)N[C@@H](C)C2=NC(=NN2C=2N=CC=NC2)C)C=C(C1)OC(F)(F)F 5-(5-{(1S)-1-[3-Cyclopropyl-5-(trifluoromethoxy)benzamido]ethyl}-3-Methyl-1H-1,2,4-triazol-1-yl)pyrazin